Tert-butyl 4-[6-(1-methyl-1H-pyrazol-4-yl)pyrazolo[1,5-a]pyrazin-3-yl]piperazine-1-carboxylate CN1N=CC(=C1)C=1N=CC=2N(C1)N=CC2N2CCN(CC2)C(=O)OC(C)(C)C